C(C)(C)(C)OC(OC(=O)OC(C)(C)C)=O carbonic acid tert-Butoxycarbonyl tert-butyl ester